bismuth(III) salicylate C(C=1C(O)=CC=CC1)(=O)[O-].[Bi+3].C(C=1C(O)=CC=CC1)(=O)[O-].C(C=1C(O)=CC=CC1)(=O)[O-]